ClC(CN(C(O)=O)C1=C2C(=NC(=C1C1=CC(=CC=C1)F)C(F)(F)F)CCC2)(Cl)Cl.C(C)(C)C2=C(C(=O)N)C(=CC(=C2)I)C(C)C 2,6-diisopropyl-p-iodobenzamide 2,2,2-Trichloroethyl-(3-(3-fluorophenyl)-2-(trifluoromethyl)-6,7-dihydro-5H-cyclopenta[b]pyridin-4-yl)carbamate